COOC=C (vinyloxy) methyl ether